C(CC=C)OC=1C=2N(C=C(N1)C1=CN=C(O1)CO[Si](C)(C)C(C)(C)C)C=CN2 5-(8-(but-3-en-1-yloxy)imidazo[1,2-a]pyrazin-6-yl)-2-(((tert-butyldimethylsilyl)oxy)methyl)oxazole